C(C1=CC=CC=C1)SC=1C(=NC=CC1N)Cl 3-(Benzylsulfanyl)-2-chloropyridin-4-amine